CC=1N=C(OC1)C(=O)O 4-methyl-1,3-oxazole-2-carboxylic acid